biphenyl-3,4,5-tricarboxylic acid C1(=CC(=C(C(=C1)C(=O)O)C(=O)O)C(=O)O)C1=CC=CC=C1